CC1=CC=CC(=N1)C1=C(C=NN1)C=1C=C2C=C(C=NC2=CC1)C(=O)OCCN1CC2N(CC1)CCC2 2-(3,4,6,7,8,8a-hexahydro-1H-pyrrolo[1,2-a]pyrazin-2-yl)ethyl 6-[5-(6-methyl-2-pyridyl)-1H-pyrazol-4-yl]quinoline-3-carboxylate